[Si]([O-])([O-])([O-])[O-].[Ba+2].[Ba+2] barium silicate salt